O=S1(CCN(CC1)CC(=O)N(C)C1=CC=C(C=C1)N\C(=C\1/C(NC2=NC(=CC=C21)C(=O)OC)=O)\C2=CC=CC=C2)=O (Z)-methyl 3-(((4-(2-(1,1-dioxothiomorpholino)-N-methylacetamido) phenyl) amino) (phenyl) methylene)-2-oxo-2,3-dihydro-1H-pyrrolo[2,3-b]pyridine-6-carboxylate